4-((2S,5R)-4-acryloyl-2,5-dimethylpiperazin-1-yl)-7-chloro-1-(2-cyclobutyl-6-(methylsulfonyl)phenyl)-6-fluoropyridino[2,3-d]pyrimidin-2(1H)-one C(C=C)(=O)N1C[C@@H](N(C[C@H]1C)C=1C2=C(N(C(N1)=O)C1=C(C=CC=C1S(=O)(=O)C)C1CCC1)N=C(C(=C2)F)Cl)C